COC(C1=C(C=C(C(=C1)Cl)C(F)(F)F)F)=O 5-chloro-2-fluoro-4-(trifluoromethyl)benzoic acid methyl ester